2-cyclopropyl-5-(5-((1R,5S)-1-(2,5-difluorophenyl)-2-azabicyclo[3.1.0]hexan-2-yl)pyrazolo[1,5-a]pyrimidin-3-yl)-1,3,4-thiadiazole C1(CC1)C=1SC(=NN1)C=1C=NN2C1N=C(C=C2)N2[C@@]1(C[C@@H]1CC2)C2=C(C=CC(=C2)F)F